Butyl (3-bromopropyl)carbamate BrCCCNC(OCCCC)=O